N-[3-(4-{[1-(2-hydroxy-3-methoxypropyl)piperidin-4-yl]amino}-1-(2,2,2-trifluoroethyl)-1H-indol-2-yl)phenyl]acetamide OC(CN1CCC(CC1)NC1=C2C=C(N(C2=CC=C1)CC(F)(F)F)C=1C=C(C=CC1)NC(C)=O)COC